(3S)-3-[(2S)-1,4-Dioxacyclohex-2-yl]-5-Nitro-3,4-dihydro-2H-1,4-benzoxazine-7-sulfonamide O1[C@H](COCC1)[C@@H]1COC2=C(N1)C(=CC(=C2)S(=O)(=O)N)[N+](=O)[O-]